behenyl-methyltrimethylammonium C(CCCCCCCCCCCCCCCCCCCCC)C[N+](C)(C)C